N-isopropyl-N'-[5-methoxy-2-methyl-4-(2,2,2-trifluoro-1-hydroxy-1-phenyl-ethyl)phenyl]-N-methylimidoformamide C(C)(C)N(C=NC1=C(C=C(C(=C1)OC)C(C(F)(F)F)(C1=CC=CC=C1)O)C)C